5-fluoro-4-oxo-1,4-dihydroquinoline-8-carbonitrile FC1=C2C(C=CNC2=C(C=C1)C#N)=O